C1NCC(C2=CC=CC=C12)C(=O)N 3,4-dihydro-1H-isoquinoline-4-carboxamide